(E)-N-(4-(((5-hydroxy-2,2-dimethyl-2H-chromen-6-yl)methylene)amino)phenyl)pyridine-3-sulfonamide OC1=C2C=CC(OC2=CC=C1\C=N\C1=CC=C(C=C1)NS(=O)(=O)C=1C=NC=CC1)(C)C